2-diethylamino-1,3-dimethyl-4-ethyl-1,4-dihydropyrimidinium C(C)N(C1[NH+](C=CC(N1C)CC)C)CC